NC1=C(C2=C(NC(N(C2=O)C2=C(C=C(C(=C2)OCC2=C(C(=CC=C2OC)F)F)OC)F)=O)S1)C(=O)OC methyl 6-amino-3-{5-[(2,3-difluoro-6-methoxyphenyl) methoxy]-2-fluoro-4-methoxyphenyl}-2,4-dioxo-1H-thieno[2,3-d]pyrimidine-5-carboxylate